CC1NC=CC1 2,3-dihydromethylpyrrole